Cl.ClC=1C=C(C=CC1F)C=1CCCC2=C(C1C1=CC=C(C=C1)CC1CN(C1)CCCF)C=CC(=C2)C(=O)O 8-(3-chloro-4-fluorophenyl)-9-(4-((1-(3-fluoropropyl)azetidin-3-yl)methyl)phenyl)-6,7-dihydro-5H-benzo[7]annulene-3-carboxylic acid hydrochloride